N-(3-(tert-butyl)-1H-pyrazol-5-yl)-4-hydroxy-1-isopropyl-5-oxo-2,5-dihydro-1H-pyrrole-3-carboxamide C(C)(C)(C)C1=NNC(=C1)NC(=O)C=1CN(C(C1O)=O)C(C)C